Cl[Al] Chloroaluminum